2-((1R,5S,6S)-3-(7,7-difluoro-2-(3-fluoro-2-methylazetidin-1-yl)-6,7-dihydro-5H-cyclopenta[d]pyrimidin-4-yl)-3-azabicyclo[3.1.0]hex-6-yl)acetic acid FC1(CCC2=C1N=C(N=C2N2C[C@@H]1C([C@@H]1C2)CC(=O)O)N2C(C(C2)F)C)F